N1=C(N=CC=C1)C1(CC1)NC(=O)[C@@H]1CN(CC[C@H]1NC(=O)C1=NOC(=C1)C1=C(C=C(C=C1)F)F)C1C(CCCC1)O (3R,4R)-4-{[5-(2,4-difluoro-phenyl)-isoxazole-3-carbonyl]-amino}-1-(2-hydroxy-cyclohexyl)-piperidine-3-carboxylic acid (1-pyrimidin-2-yl-cyclopropyl)-amide